O=C1N2[C@H](OC13CC(C3)OC=3C=CC(=NC3)C#N)CC[C@H]2C2=CC=CC=C2 5-{[(5'S,7a'R)-3'-oxo-5'-phenyltetrahydro-3'H-spiro[cyclobutane-1,2'-pyrrolo[2,1-b][1,3]oxazol]-3-yl]oxy}pyridine-2-carbonitrile